ClC1=CC2=C(N(C=N2)C2CC2)C=C1 5-chloro-1-cyclopropyl-1H-1,3-benzodiazol